benzyl 5,5-difluoro-2,7-diazaspiro[3.5]nonane-7-carboxylate FC1(C2(CNC2)CCN(C1)C(=O)OCC1=CC=CC=C1)F